THYMOL TRIMETHOXYCINNAMATE CC1=CC(=C(C=C1)C(C)C)OC(=O)/C=C/C2=CC(=C(C(=C2)OC)OC)OC